(R)-N-((S)-1-(5-bromo-3-methoxypyrazin-2-yl)ethyl)-2-methylpropan-2-sulfinamide BrC=1N=C(C(=NC1)[C@H](C)N[S@](=O)C(C)(C)C)OC